1-(1-methyl-1H-imidazol-2-yl)ethan-1-amine hydrochloride Cl.CN1C(=NC=C1)C(C)N